BrN1N=NC=C1 bromo-1H-1,2,3-triazole